CC(C)(N)C dimethyl-ethanamine